CC(=CCC1=CC2=C(C=C1OC)OC[C@@H]3[C@H]2OC4=C3C=CC(=C4)O)C The molecule is a member of the class of pterocarpans that is (6aR,11aR)-pterocarpan substituted by a hydroxy group at position 9, a methoxy group at position 3 and a prenyl group at position 2. Isolated from Erythrina glauca and Erythrina burttii, it exhibits anti-HIV activity. It has a role as an anti-HIV agent and a plant metabolite. It is a member of pterocarpans, a member of phenols and an aromatic ether. It derives from a (6aR,11aR)-pterocarpan.